methyl 6-(bromomethyl)-4-(2-((tert-butoxycarbonyl)amino)ethyl)-4-methylchroman-7-carboxylate BrCC=1C=C2C(CCOC2=CC1C(=O)OC)(C)CCNC(=O)OC(C)(C)C